1-[[4-amino-1-(benzyloxymethyl)cyclohexyl]methyl]-3-benzoyl-5-methyl-pyrimidine-2,4-dione NC1CCC(CC1)(COCC1=CC=CC=C1)CN1C(N(C(C(=C1)C)=O)C(C1=CC=CC=C1)=O)=O